(N-(3-chlorobenzyl)-2-(2,3-dioxaindolin-1-yl)acetamido)-N-methylbenzamide ClC=1C=C(CN(C(CN2OOC3=CC=CC=C23)=O)C2=C(C(=O)NC)C=CC=C2)C=CC1